1-acetyl-4-{[1-(2-chlorophenyl)-1H-pyrazol-4-yl]methyl}-1,4-diazepan-6-ol C(C)(=O)N1CCN(CC(C1)O)CC=1C=NN(C1)C1=C(C=CC=C1)Cl